4-[(2R)-3-(3,4-dihydro-1H-isoquinolin-2-yl)-2-hydroxy-propyl]-1-methyl-8-[4-(trifluoromethyl)cyclohexen-1-yl]-2,3-dihydro-1,4-benzodiazepin-5-one C1N(CCC2=CC=CC=C12)C[C@H](CN1CCN(C2=C(C1=O)C=CC(=C2)C2=CCC(CC2)C(F)(F)F)C)O